C(C)(C)(C)OC(=O)N1CC(CC1)C(\C=C\N(C)C)=O (E)-3-(3-(dimethylamino)acryloyl)pyrrolidine-1-carboxylic acid tert-butyl ester